2-[(9R)-9-(pyridin-2-yl)-6-oxaspiro[4.5]dec-2-en-9-yl]ethan-1-amine N1=C(C=CC=C1)[C@@]1(CCOC2(CC=CC2)C1)CCN